CCCCCCCC=NO Octane-8-one oxime